tert-butyl (3S,4S)-3-(3-chloro-7-(tert-butoxycarbonyl)(3-fluorophenyl)aminopyrazolo[1,5-a]pyrimidin-5-yl)amino-4-hydroxypiperidine-1-carboxylate ClC=1C(=NN2C1N=C(C=C2C(=O)OC(C)(C)C)N[C@H]2CN(CC[C@@H]2O)C(=O)OC(C)(C)C)NC2=CC(=CC=C2)F